(S)-2-isopropyl-N-methyl-1-oxo-N-(1-phenylethyl)-1,2,3,4-tetrahydroisoquinoline-6-sulfonamide C(C)(C)N1C(C2=CC=C(C=C2CC1)S(=O)(=O)N([C@@H](C)C1=CC=CC=C1)C)=O